NCC1(CCN(CC1)C1=NC(=C2C(=N1)NN=C2C2=C(C(=CC=C2)Cl)Cl)C(=O)N)C 6-(4-(Aminomethyl)-4-methylpiperidin-1-yl)-3-(2,3-dichlorophenyl)-1H-pyrazolo[3,4-d]pyrimidine-4-carboxamide